N-(4-(hydroxyamino)-4-oxobutyl)-3-methoxy-4-((5-nitro-1H-indol-3-yl)methyl)benzamide ONC(CCCNC(C1=CC(=C(C=C1)CC1=CNC2=CC=C(C=C12)[N+](=O)[O-])OC)=O)=O